FC1=C(C(=CC=C1)F)C(CCC[C@@H](C)[C@H]1CC[C@@H]2[C@@]1(CC[C@@H]1[C@]3(CC[C@@H](C([C@@H]3CC([C@@H]21)(F)F)=O)O)C)C)O (1R,3aS,3bS,5aR,7S,9aR,9bS,11aR)-1-[(2R)-6-(2,6-difluorophenyl)-6-hydroxyhexan-2-yl]-4,4-difluoro-7-hydroxy-9a,11a-dimethylhexadecahydro-1H-cyclopenta[1,2-a]phenanthren-6-one